1-(7-Fluoroimidazo[1,2-a]pyridin-3-yl)-N,N-dimethylpropan-2-amine FC1=CC=2N(C=C1)C(=CN2)CC(C)N(C)C